FC1=CC=C(C(=O)NC=2C=NC=CC2O)C=C1 4-Fluoro-N-(4-hydroxypyridin-3-yl)benzamide